FC1(CN(C1)C=1C=CC2=C(C1)[Si]1(CCCCC1)C1=C(C23OC(C2=CC=C(C=C23)C(=O)OC(C)(C)C)=O)C=CC(=C1)N1CC(C1)(F)F)F tert-butyl 3',7'-bis(3,3-difluoroazetidin-1-yl)-3-oxo-3H-dispiro[isobenzofuran-1,10'-dibenzo[b,e]siline-5',1''-silinane]-6-carboxylate